5-bromo-4-(1-trimethylsiloxycarbonyl-piperidin-4-yl)-indolin-2-one BrC=1C(=C2CC(NC2=CC1)=O)C1CCN(CC1)C(=O)O[Si](C)(C)C